C(CC=CCCC)[Si](OCC)(OCC)OCC 3-heptenyltriethoxysilane